C(C)(C)(C)OC(CCC(=O)NC1=CC(=CC=C1)C(CCN1CCOCC1)=O)=O 4-(3-(3-Morpholinopropionyl)phenylamino)-4-oxobutanoic acid tert-butyl ester